2-Hydroxy-2-methylpropanoic acid OC(C(=O)O)(C)C